ClC=1C=C(C=C(C1)Cl)N1CCN(CC1)CC=1C=C2CN(C(C2=CC1)=O)N1C(NC(CC1)=O)=O 1-(5-((4-(3,5-dichlorophenyl)piperazin-1-yl)methyl)-1-oxoisoindolin-2-yl)dihydropyrimidine-2,4(1H,3H)-dione